NC=1C2=C(N(C(N1)=O)C1=C3CCNC3=CC=C1)N=C(C=C2)C2CC2 4-amino-7-cyclopropyl-1-(2,3-dihydro-1H-indol-4-yl)pyrido[2,3-d]pyrimidin-2-one